N1=NC=C(C=C1)C(=N)N pyridazine-4-carboxamidine